C(CCCCC)OCC1CO1 glycidyl normal hexyl ether